2,6-dichloropyrimidine-4,5-dione ClC=1N=C(C(C(N1)=O)=O)Cl